2-bromo-N-(2-cyano-[1,1'-biphenyl]-3-yl)-N,2-dimethylbutanamide BrC(C(=O)N(C)C=1C(=C(C=CC1)C1=CC=CC=C1)C#N)(CC)C